7-chloro-4-(2-methoxy-4-(trifluoromethyl)phenyl)-1H-pyrazolo[3,4-d]pyridazine ClC=1N=NC(=C2C1NN=C2)C2=C(C=C(C=C2)C(F)(F)F)OC